4,4-dimethyl-1-[[4-[5-(trifluoromethyl)-1,2,4-oxadiazol-3-yl]phenyl]methyl]-pyrrolidin-2-one CC1(CC(N(C1)CC1=CC=C(C=C1)C1=NOC(=N1)C(F)(F)F)=O)C